C(C)(C)C=1C=CC(=NC1)[C@@H](N[S@@](=O)C(C)(C)C)C1=CC=CC=C1 (S)-N-((S)-(5-isopropylpyridin-2-yl)(phenyl)methyl)-2-methylpropane-2-sulfinamide